tert-butyl 2-(azidomethyl)-7,8-dihydro-4H-pyrazolo[1,5-a][1,4]diazepine-5(6H)-carboxylate N(=[N+]=[N-])CC1=NN2C(CN(CCC2)C(=O)OC(C)(C)C)=C1